2,3-dibromopentane BrC(C)C(CC)Br